tert-butyl (3R)-4-[1-(2,6-dibenzyloxy-3-pyridyl)-3-methyl-2-oxo-benzimidazol-5-yl]-3-methyl-piperazine-1-carboxylate C(C1=CC=CC=C1)OC1=NC(=CC=C1N1C(N(C2=C1C=CC(=C2)N2[C@@H](CN(CC2)C(=O)OC(C)(C)C)C)C)=O)OCC2=CC=CC=C2